CN1C=CC2=C(C=CC=C12)C1CC(C1)O 3-(1-methyl-1H-indol-4-yl)cyclobutan-1-ol